C(CCC)[Si](C1=CC=C(C=C1)P(N(P(C1=CC=C(C=C1)[Si](CCCC)(CCCC)CCCC)C1=C(C=CC=C1)SC)C(C)C)C1=CC=C(C=C1)[Si](CCCC)(CCCC)CCCC)(CCCC)CCCC N-(bis(4-(tributylsilyl)phenyl)phosphaneyl)-N-isopropyl-1-(2-(methylthio)phenyl)-1-(4-(tributylsilyl)phenyl)phosphanamine